COC(=O)C=1C=NC(=NC1)N1CCC(CC1)CCCOC1=CC(=C(C=C1)CC(=O)N1CC(C1)CO)F 2-(4-(3-(3-fluoro-4-(2-(3-(hydroxymethyl)azetidin-1-yl)-2-oxoethyl)benzeneOxy)propyl)piperidin-1-yl)pyrimidine-5-carboxylic acid methyl ester